6-[[4-[[(1S)-2-hydroxy-1-phenyl-ethyl]amino]-5-(1H-tetrazol-5-yl)pyrimidin-2-yl]amino]-1,1-dioxo-3,4-dihydro-2H-thiochromen-4-ol OC[C@H](C1=CC=CC=C1)NC1=NC(=NC=C1C1=NN=NN1)NC=1C=C2C(CCS(C2=CC1)(=O)=O)O